2-{4-[3-(4,5-dichloro-6-methoxy-1-methyl-1H-indole-2-amido)oxetan-3-yl]-3-fluorophenyl}acetic acid ClC1=C2C=C(N(C2=CC(=C1Cl)OC)C)C(=O)NC1(COC1)C1=C(C=C(C=C1)CC(=O)O)F